CC1=CC=C(C(=O)OC[C@@]2(OC(C[C@H]2OC(C2=CC=C(C=C2)C)=O)OC(C)=O)C#C)C=C1 [(2S,3R)-5-acetoxy-2-ethynyl-3-(4-methylbenzoyl)oxy-tetrahydrofuran-2-yl]methyl 4-methylbenzoate